4-(trifluoromethyl)benzenebutanol FC(C1=CC=C(C=C1)CCCCO)(F)F